CC1=C(OC(=C(C1=O)C[C@@H]2C(=C)CC[C@@H]3[C@@]2(CC[C@@H]([C@@]3(C)CCC=C(C)C)OC(=O)C)C)OC)C The molecule is a pyranone diterpenoid isolated from Nalanthamala and Chaunopycnis alba and has been shown to be a blocker of the voltage-gated potassium channel Kv1.3 It has a role as a metabolite and a potassium channel blocker. It is a diterpenoid, an enol ether, an ortho-fused bicyclic hydrocarbon, an acetate ester, a member of 4-pyranones and a ketene acetal.